1-{3-[(1,4-dioxan-2-yl)methoxy]pyridin-4-yl}methylamine O1C(COCC1)COC=1C=NC=CC1CN